FC1=NC(=C2N=CN(C2=N1)C1OCCCCC1)NCC1=CC=CO1 2-fluoro-6-furfurylamino-9-(oxepan-2-yl)-9H-purine